N1C=[NH+]C2=C1C=CC=C2 1H-1,3-benzodiazol-3-ium